C(C)(C)(C)NS(=O)C1=CC=CC=C1 N-tert-butylbenzenesulfinamide